NC1=C(C=2C(=NC=C(C2S1)F)C=1C2=C(C=3C(=NC(=NC3C1F)OCCN1C=NC=C1)N1C3CNCC1CC3)COC2)C#N 2-Amino-4-[1-(3,8-diazabicyclo[3.2.1]octan-8-yl)-5-fluoro-3-(2-imidazol-1-ylethoxy)-7,9-dihydrofuro[3,4-f]quinazolin-6-yl]-7-fluoro-thieno[3,2-c]pyridine-3-carbonitrile